C1(CC1)[C@H](C)C=1C(=C2CCCC2=CC1)NC(=O)NS(=O)(=N)C=1OC=C(C1)C(CO)(C)O N-((5-((S)-1-cyclopropylethyl)-2,3-dihydro-1H-inden-4-yl)carbamoyl)-4-(1,2-dihydroxypropan-2-yl)furan-2-sulfonimidamide